methyl (2R,4R)-1-(4-(tert-butoxycarbonyl)phenyl)-2-methylpiperidine-4-carboxylate C(C)(C)(C)OC(=O)C1=CC=C(C=C1)N1[C@@H](C[C@@H](CC1)C(=O)OC)C